methyl 2-(bromomethyl)-4-[(1R)-1-{[(tert-butoxy)carbonyl]amino}ethyl]benzoate BrCC1=C(C(=O)OC)C=CC(=C1)[C@@H](C)NC(=O)OC(C)(C)C